NCC(COCCOCCOCCNC(OC(C)(C)C)=O)F Tert-Butyl (2-(2-(2-(3-amino-2-fluoropropoxy)ethoxy)ethoxy)ethyl)carbamate